FC1=C2C=CNC2=CC(=C1)NC(C1=CC=CC=C1)=O N-(4-fluoro-1H-indol-6-yl)benzamide